3-[(dimethylamino)methyl]phenol CN(C)CC=1C=C(C=CC1)O